O.C(/C1=CC=CC=C1)=C/1\C(N\C(\C(N1)=O)=C(\[2H])/C=1N=CNC1C(C)(C)C)=O (3Z,6Z)-3-benzylidene-6-[(5-tert-butyl-1H-imidazol-4-yl)deuteromethylene]piperazine-2,5-dione monohydrate